3-(6-chloro-3-pyridyl)pyrrolidine-1-carboxylic acid tert-butyl ester C(C)(C)(C)OC(=O)N1CC(CC1)C=1C=NC(=CC1)Cl